C(C)(C)(C)OC(=O)C(CCCCC=C)CC.OC1=C(C=C(C=C1)C(C)(C)C)N1N=C2C(=N1)C=CC=C2 2-(2'-hydroxy-5-tert-butylphenyl)benzotriazole Tert-butyl-non-1-ene-7-carboxylate